((2R,3R,4S)-3,4-bis((2-hexyldecyl)oxy)tetrahydrofuran-2-yl)methyl 1,4-dimethylpiperidine-4-carboxylate CN1CCC(CC1)(C(=O)OC[C@H]1OC[C@@H]([C@H]1OCC(CCCCCCCC)CCCCCC)OCC(CCCCCCCC)CCCCCC)C